N-(1-(2-(4-chlorophenyl)hydrazine-1-carbonyl)cyclobutyl)-3-(difluoromethyl)-N,1-dimethyl-1H-pyrazole-4-carboxamide ClC1=CC=C(C=C1)NNC(=O)C1(CCC1)N(C(=O)C=1C(=NN(C1)C)C(F)F)C